bromo-3-chloro-4-fluoro-6-hydroxybenzaldehyde BrC1=C(C=O)C(=CC(=C1Cl)F)O